C(C)OC(C1=CC=C(C=C1)[N+](=O)[O-])=O ethyl-4-nitrobenzoate